imino(3-{[(7-methoxyquinazolin-4-yl)oxy]methyl}phenyl)methyl-λ6-sulfanone N=S(=O)CC1=CC(=CC=C1)COC1=NC=NC2=CC(=CC=C12)OC